N-(3-(2-cyanopropan-2-yl)-5-(4-(4-methylpiperazin-1-yl)piperidin-1-yl)phenyl)-2-fluoro-4-methyl-5-((8-((1-methyl-1H-pyrazol-4-yl)amino)imidazo[1,2-a]pyridin-3-yl)ethynyl)benzamide C(#N)C(C)(C)C=1C=C(C=C(C1)N1CCC(CC1)N1CCN(CC1)C)NC(C1=C(C=C(C(=C1)C#CC1=CN=C2N1C=CC=C2NC=2C=NN(C2)C)C)F)=O